COC[C@]1(CNCCOC1)C (R)-6-(methoxymethyl)-6-methyl-1,4-oxazepan